ClC1=NC(=NC(=C1)C1=C(C=CC=C1C)C)NS(=O)(=O)C1=CC(=CC=C1)C(=O)N1C(C(CCC1)O)CC(C)C N-[4-Chloro-6-(2,6-dimethylphenyl)pyrimidin-2-yl]-3-(3-hydroxy-2-isobutyl-piperidine-1-carbonyl)benzenesulfonamide